OC=1C=C2C=CC=C(C2=CC1)C1(C2=CC=CC=C2C=2C=CC=CC12)C1=CC=CC2=CC(=CC=C12)O 9,9-bis(6-hydroxynaphthyl)fluorene